(2S,3S,4R,5R)-3-(2-ethyl-3,4-difluoro-phenyl)-4,5-dimethyl-5-(trifluoromethyl)tetrahydrofuran C(C)C1=C(C=CC(=C1F)F)[C@H]1CO[C@]([C@@H]1C)(C(F)(F)F)C